CNC(C1=CC=CC=C1[2H])=O N-methylbenzamide-6-d